2-(3-acetyl-5-(4-acetylpiperazin-1-yl)-1H-indol-1-yl)acetic acid tert-butyl ester C(C)(C)(C)OC(CN1C=C(C2=CC(=CC=C12)N1CCN(CC1)C(C)=O)C(C)=O)=O